Ethylammonium bromide [Br-].C(C)[NH3+]